(S)-(gamma-thiovalerolactone) C1(CC[C@H](C)O1)=S